F[P-](F)(F)(F)(F)F.CN1CN(CC1)C 1,3-dimethylimidazoline hexafluorophosphate